O[C@H](C)C1=NC=2C(=C3C(=NC2)NC=C3)N1C1CN(CC1)CC#N 2-(3-(2-((R)-1-Hydroxyethyl)imidazo[4,5-d]pyrrolo[2,3-b]pyridin-1(6H)-yl)pyrrolidin-1-yl)acetonitrile